C1(=CC=CC=C1)C=1C(C(C2=CC=CC=C2C1)=C)C1=NOC=C1 PHENYLISOXAZOLYL-METHYLENE-NAPHTHALENE